(P)-6-[4-[4-(aminomethyl)-1-oxo-2H-phthalazin-6-yl]-2-methyl-pyrazol-3-yl]-3-chloro-7-fluoro-quinoline-5-carbonitrile NCC1=NNC(C2=CC=C(C=C12)C1=C(N(N=C1)C)C1=C(C=2C=C(C=NC2C=C1F)Cl)C#N)=O